α-(2-fluorophenyl)-α-(4-fluorophenyl)-1H-1,2,4-triazole-1-ethanol FC1=C(C=CC=C1)C(CN1N=CN=C1)(O)C1=CC=C(C=C1)F